5-(5-(cyclopropylcarbamoyl)-2-methylphenyl)-2-((2-hydroxyethyl)amino)-N-methylnicotinamide C1(CC1)NC(=O)C=1C=CC(=C(C1)C=1C=NC(=C(C(=O)NC)C1)NCCO)C